2-(5-methoxy-1H-indol-3-yl-2,4,6,7-d4)-N,N-bis(methyl-d3)ethan-1-amine COC1=C(C=2C(=C(NC2C(=C1[2H])[2H])[2H])CCN(C([2H])([2H])[2H])C([2H])([2H])[2H])[2H]